C(C)NCCCCCCCCCCCC N-ethyl-dodecylamine